FC1=C(C=C(C2=CC=CC=C12)C#N)I 4-fluoro-3-iodo-naphthalene-1-carbonitrile